FC1(CCNCC1)C=O 4-fluoro-4-formylpiperidine